FOB(OC(F)(F)F)O fluoro(trifluoromethyl)boric acid